6-(cyclopropanecarboxamido)-4-((3-methoxy-4-(1-((3S,4R)-4-methoxytetrahydrofuran-3-yl)-1H-pyrazol-4-yl)pyridin-2-yl)amino)nicotinamide C1(CC1)C(=O)NC1=NC=C(C(=O)N)C(=C1)NC1=NC=CC(=C1OC)C=1C=NN(C1)[C@H]1COC[C@@H]1OC